FC1=C(CC2=NC=CC=C2)C=CC(=C1C=1NC(C=C(N1)C1=NC=C(C=C1)C(F)(F)F)=O)C(F)(F)F (2-fluoro-3-{6-oxo-4-[5-(trifluoromethyl)pyridin-2-yl]-1,6-dihydropyrimidin-2-yl}-4-(trifluoromethyl)benzyl)pyridine